C1(=CC=CC2=CC=CC=C12)C1=CC(=NC(=N1)C1=CC=CC=C1)C1=C(C=CC=C1)C1=CC=C2C=3C=CC(=CC3C3(C2=C1)CCCCC3)C#N 7'-(2-(6-(naphthalen-1-yl)-2-phenylpyrimidin-4-yl)phenyl)spiro[cyclohexane-1,9'-fluorene]-2'-carbonitrile